2-(6-methoxy-2H-indazol-2-yl)-5-(methoxymethoxy)aniline tert-butyl-3-bromo-6,8-dihydro-5H-[1,2,4]triazolo[4,3-a]pyrazine-7-carboxylate C(C)(C)(C)OC(=O)N1CC=2N(CC1)C(=NN2)Br.COC=2C=CC1=CN(N=C1C2)C2=C(N)C=C(C=C2)OCOC